2-chloro-4-((4-methoxybenzyl)amino)pyrimidin-5-carboxamide ClC1=NC=C(C(=N1)NCC1=CC=C(C=C1)OC)C(=O)N